C1(CC1)C=1N=NN(C1)[C@H](C(=O)N1[C@@H](C[C@H](C1)O)C(=O)NCCNC1=NC=CC=C1C(F)(F)F)C(C)(C)C (2S,4r)-1-[(2S)-2-(4-cyclopropyl-triazol-1-yl)-3,3-dimethyl-butyryl]-4-hydroxy-N-[2-[[3-(trifluoromethyl)-2-pyridinyl]amino]ethyl]pyrrolidine-2-carboxamide